N1C=C2C3=NC=C(C=C31)C2 3,6-METHANO-1H-PYRROLO[3,2-b]PYRIDINE